OC1=NC2=C(C=3CCN(CC13)C(=O)OC(C)(C)C)C=C(C(=C2)OCCCN2CCCC2)OC tert-butyl 5-hydroxy-9-methoxy-8-(3-(pyrrolidin-1-yl)propoxy)-1,2-dihydrobenzo[c][2,7]naphthyridine-3(4H)-carboxylate